FC1=CC=C(C=C1)N=C=S 1-fluoro-4-isothiocyanato-benzene